FC(OC1=CC=CC=2C(N([C@H]3C(C[C@@H](C21)C3)=O)COCC[Si](C)(C)C)=O)F (3R,6S)-7-(difluoromethoxy)-2-((2-(trimethylsilyl)ethoxy)methyl)-2,3,5,6-tetrahydro-3,6-methanobenzo[c]azocine-1,4-dione